2-Bromo-3-cyclobutyl-6-fluorobenzo[b]thiophene-5-carbonitrile BrC1=C(C2=C(S1)C=C(C(=C2)C#N)F)C2CCC2